C1(=CC=CC=C1)P(C1=C(C2=C(N(CCO2)C)C=C1)C1=C(C=CC=2N(CCOC21)C)P(C2=CC=CC=C2)C2=CC=CC=C2)C2=CC=CC=C2 [8-(7-Diphenylphosphanyl-4-methyl-2,3-dihydro-1,4-benzoxazin-8-yl)-4-methyl-2,3-dihydro-1,4-benzoxazin-7-yl]-diphenyl-phosphan